N-(5-((6-((S)-3-(2-chloro-3-fluorobenzyl)-isoxazolidine-2-yl)pyrimidine-4-yl)amino)-2-(4-(4-cyclopropyl-piperazine-1-yl)piperidine-1-yl)-4-methoxyphenyl)acrylamide ClC1=C(C[C@@H]2N(OCC2)C2=CC(=NC=N2)NC=2C(=CC(=C(C2)NC(C=C)=O)N2CCC(CC2)N2CCN(CC2)C2CC2)OC)C=CC=C1F